N-({4-amino-1-methyl-1H-pyrazolo[4,3-c]quinolin-7-yl}methyl)-N-(4-amino-2-methanesulfonylphenyl)-2-(trifluoromethyl)pyrimidine-5-carboxamide NC1=NC=2C=C(C=CC2C2=C1C=NN2C)CN(C(=O)C=2C=NC(=NC2)C(F)(F)F)C2=C(C=C(C=C2)N)S(=O)(=O)C